3-((2-bromo-6-chloro-1-(1-methyl-1H-pyrazol-4-yl)-1H-indol-3-yl)thio)benzoic acid BrC=1N(C2=CC(=CC=C2C1SC=1C=C(C(=O)O)C=CC1)Cl)C=1C=NN(C1)C